N1=C(NC2=C1C=CC=C2)C2(CC=CC=C2Br)O (1-benzimidazol-2-yl)-6-bromophenol